FC(C(=O)O)(F)F.ClC=1C=C(C=C(C1F)C(F)(F)F)[C@H](CC(=O)OC)NC(CNC(=O)C1=CC(=C2C=NNC2=C1)NC=1NCC(CN1)F)=O methyl (3S)-3-(3-chloro-4-fluoro-5-(trifluoromethyl)phenyl)-3-(2-(4-((5-fluoro-1,4,5,6-tetrahydropyrimidin-2-yl)amino)-1H-indazole-6-carboxamido)acetamido)propanoate trifluoroacetate